C[C@@H](C(=O)O)S (S)-(-)-THIOLACTIC ACID